ClC=1C=C(C=CC1)[C@H]1C[C@H](C1)N (cis)-3-(3-chlorophenyl)cyclobutanamine